ClC1=CC=C(C=C1)C(N1C[C@@H](N(C[C@H]1C)C1=CC(N(C=2C=CC(=NC12)C#N)C)=O)C)C1=NC=C(C=C1)C 8-[(2s,5r)-4-[(4-chlorophenyl)(5-methylpyridin-2-yl)methyl]-2,5-dimethylpiperazin-1-yl]-5-methyl-6-oxo-5,6-dihydro-1,5-naphthyridine-2-carbonitrile